cis-2,5-dimethoxytetrahydrofuranpentanimine ruthenium chloride [Ru](Cl)(Cl)Cl.CO[C@@]1(O[C@@H](CC1)OC)CCCCC=N